C(C)(C)(C)OC(=O)N1CCC=C(C1)C1=C(C2=C(C=C(S2)C(=O)O)C(=C1)Cl)F 6-(1-tert-butoxycarbonyl-3,6-dihydro-2H-pyridin-5-yl)-4-chloro-7-fluoro-benzothiophene-2-carboxylic acid